C12C(C3CC(CC(C1)C3)C2)=C(C2=CC=C(C=C2)OCCCCCCCCN2CCCCCC2)C2=CC=C(C=C2)OCCCCCCCCN2CCCCCC2 1,1'-((((((5r,7r)-adamantan-2-ylidene)methylene)bis(4,1-phenylene))bis(oxy))bis(octane-8,1-diyl))bis(azepane)